4-chloro-2-(1-tosyl-4,5-dihydro-1H-indol-6-yl)thiazole ClC=1N=C(SC1)C=1CCC=2C=CN(C2C1)S(=O)(=O)C1=CC=C(C)C=C1